CN(C)CCOC1=CC=CC=C1 4-dimethylaminoethoxy-benzene